CC1=CC=CC(=N1)C=1C=C(C=2OCCN(C2N1)C(=O)OC(C)(C)C)NC1=C2C(=NC=C1)N(C=N2)COCC[Si](C)(C)C tert-butyl 6-(6-methylpyridin-2-yl)-8-[(3-{[2-(trimethylsilyl)ethoxy] methyl}-3H-imidazo[4,5-b]pyridin-7-yl)amino]-2H,3H,4H-pyrido[3,2-b][1,4]oxazine-4-carboxylate